1-(4-(3,4-difluorophenyl)pyrimidin-2-yl)-N-(4-methyl-1-azabicyclo[3.2.2]non-4-yl)piperidine-4-carboxamide FC=1C=C(C=CC1F)C1=NC(=NC=C1)N1CCC(CC1)C(=O)NC1(CCN2CCC1CC2)C